(S)-8-chloro-4-((3-chloro-4-fluorophenyl)amino)-6-(((1-(cyanomethyl)-1H-1,2,3-triazol-4-yl)(thiazol-4-yl)methyl)amino)quinoline-3-carbonitrile ClC=1C=C(C=C2C(=C(C=NC12)C#N)NC1=CC(=C(C=C1)F)Cl)N[C@@H](C=1N=CSC1)C=1N=NN(C1)CC#N